3-(3-(1-(2-(2-fluoro-5-((6-fluoro-4-methyl-1H-indol-5-yl)oxy)phenyl)-1H-imidazol-4-yl)-1-hydroxybutyl)phenyl)propanoic acid FC1=C(C=C(C=C1)OC=1C(=C2C=CNC2=CC1F)C)C=1NC=C(N1)C(CCC)(O)C=1C=C(C=CC1)CCC(=O)O